OC=1C=C(CCC2=C(C=CC=C2)O)C=CC1O 3,4-dihydroxyphenethyl-phenol